pyridoisothiazolidine S1NCC2=C1C=CC=N2